C(C)OC(C(C)N1C(=C(C=C1)C(=O)OCC)C)=O ethyl 1-(1-ethoxy-1-oxopropan-2-yl)-2-methyl-1H-pyrrole-3-carboxylate